OC(=O)C(F)(F)F.C1N(CCC2=CC=CC=C12)[C@@H]1[C@H](CN(CC1)C(=O)C1=CC(=NC=C1F)NC1C2CN(C(C1)C2)C(C)=O)O 1-(5-((4-((3S,4S)-4-(3,4-dihydroisoquinolin-2(1H)-yl)-3-hydroxypiperidine-1-carbonyl)-5-fluoropyridin-2-yl)amino)-2-azabicyclo[2.2.1]heptan-2-yl)ethan-1-one TFA salt